CN1C2=C(OC[C@@H](C1=O)NC(=O)C=1N=C(OC1)C1(CC1)C1=CC=CC=C1)C=CC=C2 (S)-N-(5-methyl-4-oxo-2,3,4,5-tetrahydrobenzo[b][1,4]oxazepin-3-yl)-2-(1-phenylcyclopropyl)oxazole-4-carboxamide